N'-hydroxy-5-methyl-pyridine-2-carboxamidine ON=C(N)C1=NC=C(C=C1)C